C1(C(CCC1)=O)C1CCCC1 [1,1'-BI(CYCLOPENTAN)]-2-ONE